C(O)(O)=O.C(C)(C)OC=1C(C(=O)O)=CC=CC1.C(C)(C)OC=1C(C(=O)O)=CC=CC1 bis-(isopropyl salicylate) carbonate